O=C(CCCCCC(=O)OCC(CCCCCCCC)CCCCCC)CCCCCC(=O)OCC(CCCCCCCC)CCCCCC bis(2-hexyldecyl) 7-oxo-tridecanedioate